(4,6-dichloropyrrolo[2,3-b]pyridin-1-yl)-triisopropyl-silane ClC1=C2C(=NC(=C1)Cl)N(C=C2)[Si](C(C)C)(C(C)C)C(C)C